COC(C1=C(C(=C(C(=C1F)CCCN1C(C2=CC=CC=C2C1=O)=O)C1=NC(=CC(=C1C(F)(F)F)C)N(CC1=CC=C(C=C1)OC)CC1=CC=C(C=C1)OC)F)N)=O 2-amino-4-(6-(bis(4-methoxybenzyl)amino)-4-methyl-3-(trifluoromethyl)pyridin-2-yl)-5-(3-(1,3-dioxoisoindol-2-yl)propyl)-3,6-difluorobenzoic acid methyl ester